(5-methyl-4,5,6,7-tetrahydropyrazolo[1,5-a]pyridin-2-yl)methyl ((2-(2,6-dioxopiperidin-3-yl)-4-fluoro-3-oxoisoindolin-5-yl)methyl)carbamate O=C1NC(CCC1N1CC2=CC=C(C(=C2C1=O)F)CNC(OCC1=NN2C(CC(CC2)C)=C1)=O)=O